O=C1N(CC2=C3C(=CC=C12)C1(CCN(CC1)CC=1C=NN(C1)C1=CC=CC=C1)CO3)C3C(NC(CC3)=O)=O 3-(6-oxo-1'-((1-phenyl-1H-pyrazol-4-yl)methyl)-6,8-dihydro-2H,7H-spiro[furo[2,3-e]isoindole-3,4'-piperidin]-7-yl)piperidine-2,6-dione